(6S)-5-tert-Butoxycarbonylphenylalanyl-4,5,6,7-tetrahydro-3-trityl-imidazo[4,5-c]pyridine-6-carboxylic acid methyl ester COC(=O)C1CC2=C(CN1)N(C(=N2)C([C@@H](N)CC2=CC=CC(=C2)C(=O)OC(C)(C)C)=O)C(C2=CC=CC=C2)(C2=CC=CC=C2)C2=CC=CC=C2